1-((3R,5S,8R,9R,10S,13S,14S,17S)-3-hydroxy-3-((methoxy-d3)methyl)-13-methylhexadecahydro-1H-cyclopenta[a]phenanthren-17-yl)-2-(5-methyl-2H-tetrazol-2-yl)ethan-1-one O[C@@]1(CC[C@@H]2[C@H]3CC[C@@]4([C@H](CC[C@H]4[C@@H]3CC[C@H]2C1)C(CN1N=C(N=N1)C)=O)C)COC([2H])([2H])[2H]